4-((S or R)-4-(1-(1-(bicyclo[1.1.1]pentan-1-yl)-1H-pyrazol-4-yl)-5-chloro-1H-indazol-6-yl)-3-methylpiperazin-1-yl)-4-methyltetrahydrofuran-3-ol C12(CC(C1)C2)N2N=CC(=C2)N2N=CC1=CC(=C(C=C21)N2[C@H](CN(CC2)C2(C(COC2)O)C)C)Cl |o1:20|